BrC=1C(=NC2=CC=CC=C2N1)Br dibromoquinoxaline